C(C)(C)[C@@H]1CC=2C=C(C(=NC2C=2N1C=C(C(C2)=O)C=2SC(=NN2)C)OC)OCCCOC (6S)-6-isopropyl-2-methoxy-3-(3-methoxypropoxy)-9-(5-methyl-1,3,4-thiadiazol-2-yl)-5H,6H-pyrido[1,2-h]1,7-naphthyridin-10-one